N1(CC=C(CCC1)C(=O)OC)C(=O)OC(C)(C)C 1-(tert-butyl) 4-methyl 2,5,6,7-tetrahydro-1H-azepine-1,4-dicarboxylate